3-oxo-3,4-dihydro-2H-pyrazin O=C1CNC=CN1